9-(2,3-dihydrobenzo[b][1,4]dioxin-6-yl)-2-((2,3-dihydrobenzo[b][1,4]dioxin-6-yl)methylene)-8,9-dihydro-7H-furo[2,3-f]chromene-3,7(2H)-dione O1C2=C(OCC1)C=C(C=C2)C2CC(OC1=CC=C3C(=C21)OC(C3=O)=CC3=CC2=C(OCCO2)C=C3)=O